COC1=C(CNC2=NC=3C(=CC=CC3C=3N2N=C(N3)[C@H]3CC(CCC3)=NO)OC)C=CC(=C1)OC |r| (±)-3-(5-((2,4-dimethoxybenzyl)amino)-7-methoxy-[1,2,4]triazolo[1,5-c]quinazolin-2-yl)cyclohexan-1-one oxime